1-(4-chlorophenyl)-3-(phenylcarbamoyl)urea ClC1=CC=C(C=C1)NC(=O)NC(NC1=CC=CC=C1)=O